CC1(OC2=CC(=CC=C2C=C1C=O)OC1OCCCC1)C 2,2-dimethyl-7-((tetrahydro-2H-pyran-2-yl)oxy)-2H-chromen-3-carbaldehyde